3-((1R,2S)-2-(3,4-difluorophenyl)cyclopropyl)-5-(propylsulfanyl)-3H-[1,2,3]triazol FC=1C=C(C=CC1F)[C@H]1[C@@H](C1)N1N=NC(=C1)SCCC